(1H-imidazol-1-yl)-N-((1r,4r)-4-methoxycyclohexyl)pyrazine-2-carboxamide N1(C=NC=C1)C=1C(=NC=CN1)C(=O)NC1CCC(CC1)OC